C(C)OC(=O)C1([C@H](C1)C)N=C(C1=CC=CC=C1)C1=CC=CC=C1 (2S)-1-((diphenylmethylene)amino)-2-methylcyclopropane-1-carboxylic acid ethyl ester